Tert-butyl [(1R,3R,4S)-3-hydroxy-4-(methylamino)cyclopentyl]carbamate O[C@@H]1C[C@@H](C[C@@H]1NC)NC(OC(C)(C)C)=O